5-((2-(phenylethynyl)oxazol-4-yl)oxy)-1H-1,2,3-triazole-4-carboxylic acid C1(=CC=CC=C1)C#CC=1OC=C(N1)OC1=C(N=NN1)C(=O)O